OC(C(N)N)CCCC(C)O 2,6-dihydroxy-heptanediamine